C(C)N(CC)C1=CC=C(C=C1)N=NC1=CC=C(C2=CC=CC=C12)[N+](=O)[O-] N,N-diethyl-4-(4-nitronaphthalen-1-ylazo)-phenylamine